[N+](=O)([O-])C1=CC=C(C=C1)C(=C)[Si](C)(C)C 1-(p-nitrophenyl)-1-trimethylsilylethylene